N-((1S)-2,2-dicyclopropyl-1-(6-(((5R)-2-oxo-5-(trifluoromethyl)piperidin-3-yl)methyl)imidazo[1,2-b]pyridazin-2-yl)ethyl)-1-ethyl-1H-pyrazole-5-carboxamide C1(CC1)C([C@@H](C=1N=C2N(N=C(C=C2)CC2C(NC[C@@H](C2)C(F)(F)F)=O)C1)NC(=O)C1=CC=NN1CC)C1CC1